2-amino-3-(pyrimidin-2-yl)propionic acid ethyl ester dihydrochloride Cl.Cl.C(C)OC(C(CC1=NC=CC=N1)N)=O